BrC=1C=NC(=NC1)N1CCC(CC1)N1C=CN(C2=CC=CC=C12)C 1-(1-(5-bromopyrimidin-2-yl)piperidin-4-yl)-4-methyl-1,4-dihydroquinoxaline